tert-butyl 4-[4-carbamoyl-3-(cyclopropanecarbonylamino) pyrazol-1-yl]-4-(cyanomethyl)-3-fluoro-piperidine-1-carboxylate C(N)(=O)C=1C(=NN(C1)C1(C(CN(CC1)C(=O)OC(C)(C)C)F)CC#N)NC(=O)C1CC1